N1(CCNCC1)C(=O)C1=CC=C(C=C1)C1=CC=C(C=C1)C(=O)N 4'-(piperazine-1-carbonyl)-[1,1'-biphenyl]-4-carboxamide